bicyclo[1.1.1]-pentan-1-amine hydrochloride Cl.C12(CC(C1)C2)N